ClC1=NC(=NC(=N1)C1=NC(=CC=C1)C(F)(F)F)NC1=CC(=NC=C1)C(F)(F)F 4-chloro-6-(6-trifluoromethylpyridin-2-yl)-N-(2-(trifluoromethyl)pyridin-4-yl)-1,3,5-triazin-2-amine